cis-2-(2,6-dioxopiperidin-3-yl)-5-fluoro-6-(4-((1-((1S)-2-fluoro-1-hydroxy-7-(methylsulfonyl)-2,3-dihydro-1H-inden-4-yl)azetidin-3-yl)methyl)piperazin-1-yl)isoindoline-1,3-dione O=C1NC(CCC1N1C(C2=CC(=C(C=C2C1=O)F)N1CCN(CC1)CC1CN(C1)C1=C2C[C@H]([C@H](C2=C(C=C1)S(=O)(=O)C)O)F)=O)=O